COC=1C=C(C=CC1)C=1OC2=CC=CC=C2C(C1OCC(=O)NC=1SC2=C(N1)C(=CC=C2)C)=O 2-((2-(3-methoxyphenyl)-4-oxo-4H-chromen-3-yl)oxy)-N-(4-methylbenzo[d]thiazol-2-yl)acetamide